CCCCCCCCC(CCCCCCCC)OC(CCCCCC(CN(CC(CCCC(OCCCCCCCCCCC)=O)O)CCCCCCC(=O)OC(C)(C)C)O)=O 8-{[7-(tert-butoxy)-7-oxoheptyl][2-hydroxy-6-oxo-6-(undecyloxy)hexyl]amino}-7-hydroxyoctanoic acid heptadec-9-yl ester